4-[(3R)-oxopent-3-yloxy]-1,3-benzothiazole-6-carboxylic acid methyl ester COC(=O)C1=CC2=C(N=CS2)C(=C1)O[C@H](CC)CC=O